C(C)OC1=C(CC(N)C)C=C(C(=C1)OCC)OC 2,4-diethoxy-5-methoxy-amphetamine